BrCC(=O)NC1=C(SC=C1C)C(=O)N(C)C 3-(2-bromoacetamido)-N,N,4-trimethylthiophene-2-carboxamide